4-iodo-1H-pyrazolo[3,4-d]Pyrimidine IC1=C2C(=NC=N1)NN=C2